C(OC1=NOC(=C1)CCC(=O)O)([2H])([2H])[2H] 3-(3-(methoxy-d3)isoxazol-5-yl)propionic acid